C1=CC=CC=2C3=CC=CC=C3C(C12)COC(=O)N(CC1=CC=C(C=C1)N)C1=C(C=CC=C1)C1CN(CCC1)C(=O)[O-] 3-(((((9H-fluoren-9-yl)methoxy)carbonyl)(4-aminobenzyl)amino)phenyl)piperidine-1-carboxylate